C(C1=CC=CC=C1)[C@H]1N(CC1S(=O)(=O)C)C1=NC=C2C(=N1)N(N=C2C=2C(=C(C(=C(C2)C(F)(F)F)F)O)F)C 3-(6-((2R)-2-Benzyl-3-(methylsulfonyl)azetidin-1-yl)-1-methyl-1H-pyrazolo[3,4-d]pyrimidin-3-yl)-2,6-difluoro-5-(trifluoromethyl)phenol